ethyl (2S)-4-(5-amino-1-methyl-benzimidazol-2-yl)-2-[[(2S)-2-(tert-butoxycarbonylamino)-3-(4-fluorophenyl)propanoyl]amino]butanoate NC1=CC2=C(N(C(=N2)CC[C@@H](C(=O)OCC)NC([C@H](CC2=CC=C(C=C2)F)NC(=O)OC(C)(C)C)=O)C)C=C1